[(1s)-2-(1,3-benzodioxol-5-yl)-1-methyl-ethyl]-2,2,2-trideuterio-acetamide O1COC2=C1C=CC(=C2)C[C@H](C)NC(C([2H])([2H])[2H])=O